Ethyl (S)-3-(4-((1-((5-(benzo[d]thiazol-2-yl)pyridin-2-yl)oxy)-3-methylbutan-2-yl) amino)benzamido)propanoate S1C(=NC2=C1C=CC=C2)C=2C=CC(=NC2)OC[C@H](C(C)C)NC2=CC=C(C(=O)NCCC(=O)OCC)C=C2